NC=1C=C2C(=CC(N(C2=CC1)C)=O)N[C@@H](C)C1CC1 (S)-6-amino-4-((1-cyclopropylethyl)amino)-1-methylquinolin-2(1H)-one